BrC=1C=C(C(=NC1)N)C=1OC(=NN1)C1=CC=C(C=C1)F 5-bromo-3-(5-(4-fluorophenyl)-1,3,4-oxadiazol-2-yl)pyridin-2-amine